glyceryl monooleate (glyceryl monolaurate) C(C(O)CO)CCCCCCCCCCCC(=O)O.C(CCCCCCC\C=C/CCCCCCCC)(=O)OCC(O)CO